NC1=CC=C(C=C1)CCN(C)CCC1=CC=C(C=C1)N bis-(4-aminophenylethyl)-N-methylamine